CC(=C(N)N)[N+](=O)[O-] methyl-2-nitroethene-1,1-diamine